(S)-1-(6-((S)-1-(2,2-difluorobenzo[d][1,3]dioxol-5-yl)ethoxy)pyridazin-4-yl)-3-(trifluoromethyl)-4,5,6,7-tetrahydro-1H-indazol FC1(OC2=C(O1)C=CC(=C2)[C@H](C)OC2=CC(=CN=N2)N2N=C(C=1CCCCC21)C(F)(F)F)F